2,2'-dithiobisaniline NC1=C(C=CC=C1)SSC1=C(N)C=CC=C1